C(C)[C@]1(C(OCC=2C(N3CC=4N(C5=CC=C(C=C5C(C4C3=CC21)=O)F)[C@@H]2CNCCC2)=O)=O)O (S)-4-ethyl-8-Fluoro-4-hydroxy-11-((S)-piperidin-3-yl)-1,12-dihydro-14H-pyrano[3',4':6,7]indolizino[2,1-b]quinoline-3,6,14(4H,11H)-trione